[Pd].O(C1=CC=CC=C1)C=1C=C(C=CC1)C(C)O 1-(3-phenoxyphenyl)ethanol, palladium salt